allyl (6aS)-3-(benzyloxy)-6-hydroxy-2-methoxy-8-(4-(N-methylsulfamoyl)phenyl)-12-oxo-6,6a,7,10-tetrahydrobenzo[e]pyrido[1,2-a][1,4]diazepine-5(12H)-carboxylate C(C1=CC=CC=C1)OC=1C(=CC2=C(N(C([C@H]3N(C2=O)CC=C(C3)C3=CC=C(C=C3)S(NC)(=O)=O)O)C(=O)OCC=C)C1)OC